1-(4-acryloylpiperazin-1-yl)-6-benzyl-3-((1-methylpyrrolidin-2-yl)methoxy)-5,6,7,8-tetrahydro-2,6-naphthyridine-4-carbonitrile C(C=C)(=O)N1CCN(CC1)C1=NC(=C(C=2CN(CCC12)CC1=CC=CC=C1)C#N)OCC1N(CCC1)C